4-methyl-3-nitronaphthalene CC1=C(C=CC2=CC=CC=C12)[N+](=O)[O-]